4-chloro-1-(1-(4-(6-((R)-3-fluoropyrrolidin-1-yl)pyrazin-2-yl)-1H-1,2,3-triazol-1-yl)ethyl)pyridin-2(1H)-one ClC1=CC(N(C=C1)C(C)N1N=NC(=C1)C1=NC(=CN=C1)N1C[C@@H](CC1)F)=O